N-(2-((5-chloro-2-(4-(trifluoromethyl)-1H-1,2,3-triazol-1-yl)phenyl)amino)-2-oxoethyl)-N-(2-chloroacetyl)phenylalanine tert-butyl ester C(C)(C)(C)OC([C@@H](N(C(CCl)=O)CC(=O)NC1=C(C=CC(=C1)Cl)N1N=NC(=C1)C(F)(F)F)CC1=CC=CC=C1)=O